C(C)(C)N1C=CC(=CC=C1)N1CCC(CC1)C=1C=C(C2=C(N(C(=N2)C2=CC=C(C=C2)S(=O)(=O)C)C)C1)C 6-(1-(1-isopropylazepin-4-yl)piperidin-4-yl)-1,4-dimethyl-2-(4-(methylsulfonyl)phenyl)-1H-benzo[d]imidazole